C(C)(C)(C)OC(=O)N1C2CN(CC1CC2)C=2C1=C(N=C(N2)OCC(CO[Si](C2=CC=CC=C2)(C2=CC=CC=C2)C(C)(C)C)(C)C)C(=C(N=C1)Cl)F 3-(2-(3-((tert-butyldiphenylsilyl)oxy)-2,2-dimethylpropoxy)-7-chloro-8-fluoropyrido[4,3-d]pyrimidin-4-yl)-3,8-diazabicyclo[3.2.1]octane-8-carboxylic acid tert-butyl ester